C(C(=C)C)(=O)OCCC[Si](CC)(CC)OCC methacryloxypropyl-ethoxydiethylsilane